N-(3-methoxybenzyl)-N-(3-(4-methylpiperazin-1-yl)benzyl)-2-(piperidin-1-ylmethyl)pyridin-4-amine COC=1C=C(CN(C2=CC(=NC=C2)CN2CCCCC2)CC2=CC(=CC=C2)N2CCN(CC2)C)C=CC1